(R)-N-(4,4-difluoro-1-(oxetan-3-yl)pyrrolidin-3-yl)-5-(1-(2,2-difluoropropyl)-1H-benzo[d][1,2,3]triazol-6-yl)-6-fluoro-4-methoxypyrrolo[2,1-f][1,2,4]triazin-2-amine FC1([C@@H](CN(C1)C1COC1)NC1=NN2C(C(=N1)OC)=C(C(=C2)F)C=2C=CC1=C(N(N=N1)CC(C)(F)F)C2)F